ClC1=NC2=C(C=N1)NN=C2[N+](=O)[O-] 5-chloro-3-nitropyrazolopyrimidine